COC1=C(C=CC(=C1)N1CCOCC1)C1(N=C(C=2C(=N1)NNC2C=2N=NN(C2)C)NC2CCOCC2)N 6-(2-methoxy-4-morpholinophenyl)-3-(1-methyl-1H-1,2,3-triazol-4-yl)-N4-(tetrahydro-2H-pyran-4-yl)-1H-pyrazolo[3,4-d]pyrimidine-4,6-diamine